ClC1=C(C=C(C=C1OC)OC)C1=CC2=C(N=C(N=C2)NCC(C)(O)C)N2C1=NN=C2 1-((6-(2-chloro-3,5-dimethoxyphenyl)-[1,2,4]triazolo[4',3':1,6]pyrido[2,3-d]pyrimidin-2-yl)amino)-2-methyl-2-propanol